1-(((3S)-1-((3-cyano-1-azetidinyl)sulfonyl)-3-piperidinyl)carbonyl)-N-(2-(trifluoromethyl)benzyl)-D-prolinamide C(#N)C1CN(C1)S(=O)(=O)N1C[C@H](CCC1)C(=O)N1[C@H](CCC1)C(=O)NCC1=C(C=CC=C1)C(F)(F)F